OP(O)OP(O)O.C(CCCCCCCCCCCC)C(CCC(CCCCCCCCCCCCC)(CCCCCCCCCCCCC)CCCCCCCCCCCCC)(C1=CC(=C(C=C1C)O)C(C)(C)C)C1=CC(=C(C=C1C)O)C(C)(C)C tetrakis(tridecyl)-4,4'-n-butylidenebis(2-tert-butyl-5-methylphenol) diphosphite